6-cyclopropyl-3-((2-(3,3-difluoropropyl)-3-(3,6-dihydro-2H-pyran-4-yl)phenyl)amino)pyrazine-2-carboxylate C1(CC1)C1=CN=C(C(=N1)C(=O)[O-])NC1=C(C(=CC=C1)C=1CCOCC1)CCC(F)F